Cl.C(C)OC(=O)[C@H]1NC[C@@H](CC1)NC=1N=NC(=C2C1C=NC=C2)C2=C(C=C(C=C2)C(F)(F)F)O (2s,5r)-5-({1-[2-hydroxy-4-(trifluoromethyl)phenyl]pyrido[3,4-d]pyridazin-4-yl}amino)piperidine-2-carboxylic acid ethyl ester hydrochloride